cyclobutylphenyl sulfide C1(CCC1)SC1=CC=CC=C1